Cl.N1N=NC(=C1)CN (1H-1,2,3-triazol-4-yl)methaneamine hydrochloride